(S)-6-Methyl-N-((S)-1-(5-(2-methylchinolin-6-yl)oxazol-2-yl)-7-oxononyl)-6-azaspiro[2.5]octan-1-carboxamid CN1CCC2(C[C@@H]2C(=O)N[C@@H](CCCCCC(CC)=O)C=2OC(=CN2)C=2C=C3C=CC(=NC3=CC2)C)CC1